ClC1=C(C=C(C=C1)C#N)C=1C=C2C(=NN(C2=CC1)C(C1=CC=CC=C1)(C1=CC=CC=C1)C1=CC=CC=C1)NC(=O)[C@H]1CN(CCC1)C(=O)OC(C)OC(=O)C1(CCCCC1)C 1-{[(1-Methylcyclohexyl)carbonyl]oxy}ethyl (3R)-3-{[5-(2-chloro-5-cyanophenyl)-1-trityl-1H-indazol-3-yl]carbamoyl}piperidine-1-carboxylate